(S)-3-(((1,3-dioxolan-2-yl)-methyl)-(3-amino-4-cyclopropyl-2-oxobutyl)amino)-N,N-dimethylpropanamide O1C(OCC1)CN(CCC(=O)N(C)C)CC([C@H](CC1CC1)N)=O